2-(5-(Azetidin-1-yl)pyrimidin-2-yl)-6-(2,4-dimethylphenyl)-5,6,7,8-tetrahydrophthalazin-1(2H)-one N1(CCC1)C=1C=NC(=NC1)N1C(C=2CCC(CC2C=N1)C1=C(C=C(C=C1)C)C)=O